(4S)-2-chloro-4-(3,4-dichlorophenyl)-3,4-dihydronaphthalene ClC1=CC2=CC=CC=C2[C@@H](C1)C1=CC(=C(C=C1)Cl)Cl